C(C1=CC=CC=C1)OC1(CC(CC=2C3=C(C(OC12)=O)SC(=C3)C=3C=NN(C3)COCC[Si](C)(C)C)(F)F)COC 6-(benzyloxy)-8,8-difluoro-6-(methoxymethyl)-2-(1-((2-(trimethylsilyl)ethoxy)methyl)-1H-pyrazol-4-yl)-6,7,8,9-tetrahydro-4H-thieno[2,3-c]Chromen-4-one